3-(2-cyclohexyl-2-oxo-ethyl)-6-{[2-(1-methylpyrazol-4-yl)-4-pyridyl]oxy}quinazolin-4-one C1(CCCCC1)C(CN1C=NC2=CC=C(C=C2C1=O)OC1=CC(=NC=C1)C=1C=NN(C1)C)=O